CC1CN(CC(N1)C)C=1C=NC(=NC1)CNC(=O)[C@H]1CCN(C2(CC2)C1)C(=O)C1=NNC(=C1)C1=CC(=NC=C1F)OC (7S)-N-((5-(3,5-dimethylpiperazin-1-yl)pyrimidin-2-yl)methyl)-4-(5-(5-fluoro-2-methoxypyridin-4-yl)-1H-pyrazole-3-carbonyl)-4-azaspiro[2.5]octane-7-carboxamide